FC=1C=CC(=NC1C)C1=NNC=C1C=1N=C2C=C(C=NC2=CC1)C=1C=NN(C1)[C@@H]1[C@@H](CCCC1)N (1R,2S)-2-(4-(6-(3-(5-fluoro-6-methylpyridin-2-yl)-1H-pyrazol-4-yl)-1,5-naphthyridin-3-yl)-1H-pyrazol-1-yl)cyclohexan-1-amine